1-((3s,4r)-3-((5-cyano-1H-pyrrolo[2,3-b]pyridin-4-yl)amino)-4-ethylcyclopentyl)-3-(3-methoxy-1,2,4-thiadiazol-5-yl)urea C(#N)C=1C(=C2C(=NC1)NC=C2)N[C@H]2CC(C[C@H]2CC)NC(=O)NC2=NC(=NS2)OC